ClC=1C(=C(C=CC1)NC(=S)C1=C(CCN(C1=O)C(=O)OC(C)(C)C)O)OC tert-butyl 5-[(3-chloro-2-methoxyphenyl) thiocarbamoyl]-4-hydroxy-6-oxo-3,6-dihydropyridine-1(2H)-carboxylate